5-(methoxycarbonyl)picolinic acid COC(=O)C=1C=CC(=NC1)C(=O)O